C(C)(C)C1=NC2=C(C(=NC=C2)OC)N1CC1=CC=C(C=C1)B(O)O 4-((2-isopropyl-4-methoxyimidazo[4,5-c]pyridin-3-yl)methyl)phenylboronic acid